(S,E)-3-(2-(Hydroxymethyl)-4-(methoxyimino)pyrrolidine-1-carbonyl)-6,7-dihydrodibenzo[b,d]oxepin-8-carbonitrile OC[C@H]1N(C/C(/C1)=N/OC)C(=O)C=1C=CC2=C(OCCC3=C2C=CC=C3C#N)C1